ClC=1C=C(C=CC1)N1N=CC(=C1)C(C(=O)NC1=CC(=NN1)C1CC1)C 2-(1-(3-chlorophenyl)-1H-pyrazol-4-yl)-N-(3-cyclopropyl-1H-pyrazol-5-yl)propanamide